(S)-9-fluoro-3-methyl-7-oxo-10-(4-(pyrimidin-4-yl)piperazin-1-yl)-2,3-dihydro-7H-[1,4]oxazino[2,3,4-ij]quinoline-6-carboxylic acid hydrochloride Cl.FC=1C=C2C(C(=CN3C2=C(C1N1CCN(CC1)C1=NC=NC=C1)OC[C@@H]3C)C(=O)O)=O